ClC1=NC(=C2C(=N1)N(N=C2)[C@H]2[C@@H]([C@@H]([C@@H](O2)COCP(O)(O)=O)O)O)NCC2=C(C=CC=C2)Cl (((S)-1-((2S,3S,4R,5R)-5-(6-chloro-4-((2-chlorobenzyl)amino)-1H-pyrazolo[3,4-d]pyrimidin-1-yl)-3,4-dihydroxytetrahydrofuran-2-yl)methoxy)methyl)phosphonic acid